tetrahydro-4H-pyran-4-one O-trityl oxime C(C1=CC=CC=C1)(C1=CC=CC=C1)(C1=CC=CC=C1)ON=C1CCOCC1